(S)-((2-guanidino-4-thiazolyl)methyl)isothiourea dihydrochloride Cl.Cl.N(C(=N)N)C=1SC=C(N1)CNC(S)=N